methylethyl palmitate C(CCCCCCCCCCCCCCC)(=O)OC(C)C